ClC=1C=CC(=C(C(=O)O)C1)O 5-chloro-2-hydroxy-benzoic acid